3-(2-aminothiazole-4-yl)coumarin NC=1SC=C(N1)C=1C(OC2=CC=CC=C2C1)=O